NOC[C@H](C)NC=1C(=CN(NC1)COCC[Si](C)(C)C)C(F)(F)F (S)-5-((1-(aminooxy)propan-2-yl)amino)-4-(trifluoromethyl)-2-((2-(trimethylsilyl)ethoxy)methyl)pyridazin